C[C@@H](C=O)NC(OC(C)(C)C)=O tert-butyl N-[(1S)-1-methyl-2-oxo-ethyl]carbamate